C1(CC1)[C@H](C)NC(=O)C=1NC(=NN1)C=1C=C(C=CC1)C=1OC(=CN1)C(=O)N[C@H](C(=O)OC)C(C)C (S)-methyl 2-(2-(3-(5-(((S)-1-cyclopropylethyl) carbamoyl)-4H-1,2,4-triazol-3-yl) phenyl) oxazole-5-carboxamido)-3-methylbutyrate